3-methyl-1-(2-((R)-1-(5-(3-methyl-2-oxo-1-(tetrahydro-2H-pyran-4-yl)-2,3-dihydro-1H-imidazo[4,5-c]cinnolin-8-yl)pyridin-2-yl)ethoxy)ethyl)pyrrolidine-3-carbonitrile CC1(CN(CC1)CCO[C@H](C)C1=NC=C(C=C1)C1=CC=2C3=C(N=NC2C=C1)N(C(N3C3CCOCC3)=O)C)C#N